C1(CCCC1)S(=O)(=O)C1=CC=C(C(=O)OC2CN(C2)C=2N=C(C3=C(N2)CC[S+]3[O-])N(C3CCOCC3)C)C=C1 [1-[4-[methyl(tetrahydropyran-4-yl)amino]-5-oxido-6,7-dihydro-thieno[3,2-d]pyrimidin-5-ium-2-yl]azetidin-3-yl] 4-cyclopentylsulfonylbenzoate